NCCOC(C(=C)C)=O (2-aminoethyl)-methacrylate